C(C=C)C1(CCN(CC1)C(=O)OC(C)(C)C)OCOCC[Si](C)(C)C tert-butyl 4-allyl-4-((2-(trimethylsilyl)ethoxy)methoxy)piperidine-1-carboxylate